2-amino-4-[(4aS)-8-chloro-10-fluoro-2,3,4,4a,5,6-hexahydro-12-oxo-3-(1-oxo-2-propen-1-yl)-1H,12H-pyrazino[2,1-d][1,5]benzoxazocin-9-yl]-7-fluorobenzo[b]thiophene-3-carbonitrile NC1=C(C2=C(S1)C(=CC=C2C2=C(C1=C(C(N3[C@@H](CCO1)CN(CC3)C(C=C)=O)=O)C=C2F)Cl)F)C#N